CC1CC2(CCC=C2C(=O)OC)CCN1C(=O)OC(C)(C)C 8-(tert-butyl) 1-methyl 7-methyl-8-azaspiro[4.5]dec-1-ene-1,8-dicarboxylate